(S)-3-fluoro-4-((4-(1-(3-hydroxy-3-methylbutan-2-yl)-1H-pyrazol-4-yl)-5-(trifluoromethyl)pyrimidin-2-yl)amino)benzenesulfonamide FC=1C=C(C=CC1NC1=NC=C(C(=N1)C=1C=NN(C1)[C@@H](C)C(C)(C)O)C(F)(F)F)S(=O)(=O)N